(R)-N-(amino(2-(2-hydroxypropan-2-yl)thiazol-5-yl)(oxo)-λ6-sulfaneylidene)-2-(4-fluoro-2,6-diisopropylphenyl)propanamide Silanesulfonate [SiH3]S(=O)(=O)O.NS(=NC([C@H](C)C1=C(C=C(C=C1C(C)C)F)C(C)C)=O)(=O)C1=CN=C(S1)C(C)(C)O